ethyl (R)-3-bromo-5-methyl-4-oxo-5-(trifluoromethyl)-4,5-dihydrofuran-2-carboxylate BrC1=C(O[C@](C1=O)(C(F)(F)F)C)C(=O)OCC